arachidonic acid-d8 [2H]C(=C([2H])CC(=C([2H])CC(=C([2H])CC(=C([2H])CCCC(=O)O)[2H])[2H])[2H])CCCCC